3,7-dimethyl-7-octanenol CC(CCO)CCCC(=C)C